[Si](C)(C)(C(C)(C)C)OC1CN(C1)C=O (3-((tert-butyldimethylsilyl)oxy)azetidin-1-yl)methanone